C(C1=CC=CC=C1)C1COCC1 3-benzyl-tetrahydrofuran